BrC=1C(=C(C=CC1)N1N=C(N=C1C=O)C)F 1-(3-bromo-2-fluorophenyl)-3-methyl-1H-1,2,4-triazole-5-carbaldehyde